OCCOCCOCCOC[C@@H]1NC[C@H](N(C1)C(=O)OC(C)(C)C)C tert-butyl (2R,5R)-5-({2-[2-(2-hydroxyethoxy)ethoxy]ethoxy}methyl)-2-methylpiperazine-1-carboxylate